4-(6,8-difluoro-2-((1-(((R)-3-fluoropyrrolidin-1-yl)methyl)cyclopropyl)methoxy)-4-((1S,5R)-1-methyl-3,8-diazabicyclo[3.2.1]octan-3-yl)quinazolin-7-yl)naphthalen-2-ol FC=1C=C2C(=NC(=NC2=C(C1C1=CC(=CC2=CC=CC=C12)O)F)OCC1(CC1)CN1C[C@@H](CC1)F)N1C[C@@]2(CC[C@H](C1)N2)C